C(CCCCCCCCCCCCCCCCC)OC(CCC1=CC(=C(C(=C1)C(C)(C)C)O)C(C)(C)C)=O.ClC1=NC=C(C(=O)NOCC)C(=C1)NC1=C(C(=C(C=C1)C)F)N(S(=O)(=O)C)C 6-chloro-N-ethoxy-4-((3-fluoro-4-methyl-2-(N-methylmethanesulfonamido)phenyl)amino)nicotinamide n-octadecyl-3-(3',5'-di-tert-butyl-4'-hydroxyphenyl)propionate